4-((2-methoxyethyl)(4-(5,6,7,8-tetrahydro-1,8-naphthyridin-2-yl)butyl)amino)-2-(pyrido[3,2-d]pyrimidin-4-ylamino)butanoic acid COCCN(CCC(C(=O)O)NC=1C2=C(N=CN1)C=CC=N2)CCCCC2=NC=1NCCCC1C=C2